tert-butyl (((2S,4R)-4-(2-carbamoyl-6-fluorophenyl)-5-chloro-6-fluoro-2-phenyl-2,3-dihydrobenzofuran-2-yl)methyl)carbamate C(N)(=O)C1=C(C(=CC=C1)F)C1=C(C(=CC2=C1C[C@](O2)(C2=CC=CC=C2)CNC(OC(C)(C)C)=O)F)Cl